5-(2-chloro-5-fluoro-pyrimidin-4-yl)-3-isopropyl-pyrazolo[1,5-a]pyridine ClC1=NC=C(C(=N1)C1=CC=2N(C=C1)N=CC2C(C)C)F